N-methyl-5-(trifluoromethyl)pyridin-2-amine CNC1=NC=C(C=C1)C(F)(F)F